FC(C1=C(C=CC=C1)CC(=O)NC1=CC(=C(C=C1)N1N=CC(=C1)C(F)(F)F)S(N)(=O)=O)F 2-[2-(difluoromethyl)phenyl]-N-{3-sulfamoyl-4-[4-(trifluoromethyl)-1H-pyrazol-1-yl]phenyl}acetamide